tert-butyl 4-(2-bromo-4-(2-((2-chloro-4-(trifluoromethyl)phenyl)amino)-2-oxoethyl)-5-hydroxy-7-oxo-4,7-dihydro-[1,2,4]triazolo[1,5-a]pyrimidin-6-yl)piperazine-1-carboxylate BrC1=NN2C(N(C(=C(C2=O)N2CCN(CC2)C(=O)OC(C)(C)C)O)CC(=O)NC2=C(C=C(C=C2)C(F)(F)F)Cl)=N1